7-[1-(1-Cyano-4-piperidyl)-5-methyl-triazol-4-yl]-5-[1-(3-ethyltriazol-4-yl)ethoxy]imidazo[1,2-a]pyridine-3-carbonitrile C(#N)N1CCC(CC1)N1N=NC(=C1C)C1=CC=2N(C(=C1)OC(C)C=1N(N=NC1)CC)C(=CN2)C#N